uranium ammonium sulfite S(=O)([O-])[O-].[NH4+].[U+]